Tert-butyl (1R,2R,4S)-3-[[4-[6-(3,5-dimethylisoxazol-4-yl)-1H-indol-3-yl]-5-(trifluoromethyl)pyrimidin-2-yl]-amino]-7-azabicyclo-[2.2.1]heptane-7-carboxylate CC1=NOC(=C1C1=CC=C2C(=CNC2=C1)C1=NC(=NC=C1C(F)(F)F)NC1C[C@H]2CC[C@@H]1N2C(=O)OC(C)(C)C)C